CC=1C(=C2C=NNC2=CC1)C=1C2=C(N=C(N1)N1CC3(CN(C3)C(C=C)=O)CC1)NCCC2 1-(6-(4-(5-methyl-1H-indazol-4-yl)-5,6,7,8-tetrahydropyrido[2,3-d]pyrimidin-2-yl)-2,6-diazaspiro[3.4]octan-2-yl)-2-propen-1-one